P(=O)(O)(O)O.FC=1C=C(C=CC1C=1C=NC(=CC1)C=1N=NN(N1)CC)N1C(O[C@H](C1)C(CC)O)=O (R)-3-(3-fluoro-4-(6-(2-ethyl-2H-tetrazol-5-yl)pyridin-3-yl)phenyl)-5-(1-hydroxypropyl)oxazolidin-2-one phosphate